COCCN(C=1N=C(C2=C(N1)C(=NC(=N2)N(CCOC)CCOC)N2CCC(CC2)OC)NCC=2C=NC(=CC2)C(F)(F)F)CCOC N2,N2,N6,N6-tetrakis(2-methoxyethyl)-8-(4-methoxypiperidin-1-yl)-N4-((6-(trifluoromethyl)pyridin-3-yl)methyl)pyrimido[5,4-d]pyrimidine-2,4,6-triamine